CN1N=C(C=C1C1=NC2=CC=CC=C2C(=C1)[C@@H](C)NC(C1=C(C=CC(=C1)OCCN(C)C)C)=O)C (R)-N-(1-(2-(1,3-dimethyl-1H-pyrazol-5-yl)quinolin-4-yl)ethyl)-5-(2-(dimethylamino)ethoxy)-2-methylbenzamide